1-(5-chloro-2-{4-[(2-dimethylamino-ethyl)-methyl-amino]-phenylamino}-pyrimidin-4-yl)-1H-indole-3-carboxamide ClC=1C(=NC(=NC1)NC1=CC=C(C=C1)N(C)CCN(C)C)N1C=C(C2=CC=CC=C12)C(=O)N